2-(4-ethylpiperazin-1-yl)-N-methylethan-1-amine C(C)N1CCN(CC1)CCNC